2-chloro-N-[1,2,2,2-tetradeuterio-1-[2-fluoro-3-(trifluoromethyl)phenyl]ethyl]acetamide ClCC(=O)NC(C([2H])([2H])[2H])(C1=C(C(=CC=C1)C(F)(F)F)F)[2H]